(1-((2-((tert-butyldimethylsilyl)oxy)-2-silylCyclopropyl)sulfonyl)cyclopropyl)methanol [Si](C)(C)(C(C)(C)C)OC1(C(C1)S(=O)(=O)C1(CC1)CO)[SiH3]